4-(6-(4-(4-ethylbenzyl)piperazin-1-yl)pyridine-3-yl)-2-fluoro-6-hydroxypyrazolo[1,5-a]pyridine-3-carbonitrile C(C)C1=CC=C(CN2CCN(CC2)C2=CC=C(C=N2)C=2C=3N(C=C(C2)O)N=C(C3C#N)F)C=C1